ClC=1C(=NC(=NC1)N[C@H]1[C@@H](COCC1)O)C=1C=NN2C1C=CC(=C2)C2CCNCC2 (3S,4R)-4-((5-chloro-4-(6-(piperidin-4-yl)pyrazolo[1,5-a]pyridin-3-yl)pyrimidin-2-yl)amino)tetrahydro-2H-pyran-3-ol